2-(aminomethyl)-2-(2-fluoro-5-(9-isopropyl-9H-purin-6-yl)phenyl)butanoic acid methyl ester hydrochloride Cl.COC(C(CC)(C1=C(C=CC(=C1)C1=C2N=CN(C2=NC=N1)C(C)C)F)CN)=O